BrC=1C=CC=C2CC(C(OC12)=O)C(C)C 8-bromo-3-isopropyl-chromanone